tert-butyl (S)-(2-(4-(3-ethoxy-2-((3-nitroquinolin-4-yl)amino)propyl)phenoxy)ethyl)carbamate C(C)OC[C@H](CC1=CC=C(OCCNC(OC(C)(C)C)=O)C=C1)NC1=C(C=NC2=CC=CC=C12)[N+](=O)[O-]